OC1=CC=C2C=CC3=CC=CC4=CC=C1C2=C43 8-hydroxypyrene